C(C)(C)(C)OC(=O)N1N=C(C2=CC=C(C=C12)SC1=C(C=CC=C1)C(NC1CC1)=O)\C=C\C1=NC=C(C=C1)CN(C)C 6-[2-(cyclopropylcarbamoyl)phenyl]thio-3-[(E)-2-[5-[(dimethylamino)methyl]-2-pyridinyl]vinyl]indazole-1-carboxylic acid tert-butyl ester